FC(S(=O)(=O)N1C[C@@H](CCC1)C(C(=O)N)C=1N=CC2=CC=C(C=C2C1)C1=NC(=CC=C1)N1C[C@@H](O[C@@H](C1)C)C)F ((S)-1-((difluoromethyl)sulfonyl)piperidin-3-yl)-2-(6-(6-((cis)-2,6-dimethylmorpholino)pyridin-2-yl)isoquinolin-3-yl)acetamide